OC1(CC(=C(O1)CCC1=CC=CC=C1)C#N)C(F)(F)F 5-hydroxy-2-phenethyl-5-(trifluoromethyl)-4,5-dihydrofuran-3-carbonitrile